(S)-pent-4-en-1,1,1,2,3,3-d6-2-ol C([C@@](C(C=C)([2H])[2H])(O)[2H])([2H])([2H])[2H]